2-(3-amino-2-hydroxypropyloxy)-propane-1,3-diamine NCC(COC(CN)CN)O